N-(5-(dimethylamino)pentyl)-4-[124I]iodobenzamide CN(CCCCCNC(C1=CC=C(C=C1)[124I])=O)C